2-methyl-3-(methylthio)-4-phenethyl-1-tolyl-1H-pyrrole CC=1N(C=C(C1SC)CCC1=CC=CC=C1)C1=C(C=CC=C1)C